FC1=C(C(=CC=2CC[C@H](CC12)NCCCC(F)(F)F)O)N1CC(NS1(=O)=O)=O 5-{(7R)-1-fluoro-3-hydroxy-7-[(4,4,4-trifluorobutyl)amino]-5,6,7,8-tetrahydronaphthalen-2-yl}-1λ6,2,5-thiadiazolidine-1,1,3-trione